OC[C@H](C)N1C=NC2=C(C1=O)C=C(N=C2C=2C=NC=CC2)C2=NC=C(C=N2)C (S)-3-(1-hydroxy-propan-2-yl)-6-(5-methyl-pyrimidin-2-yl)-8-(pyridin-3-yl)pyrido[3,4-d]pyrimidin-4(3H)-one